(3R,4S)-3-cyclopropyl-4-methyl-1-[2-(1-methylpyrazol-4-yl)-3H-imidazo[4,5-b]pyridin-7-yl]-2-oxopyrrolidine-3-carbonitrile C1(CC1)[C@]1(C(N(C[C@H]1C)C1=C2C(=NC=C1)NC(=N2)C=2C=NN(C2)C)=O)C#N